chloro-N-(5-((5-(2-hydroxy-prop-2-yl)pyridin-2-yl)methoxy)-1,3,4-thiadiazol-2-yl)-6-methyl-(4,4'-bipyridine)-3-carboxamide ClC1=NC(=CC(=C1C(=O)NC=1SC(=NN1)OCC1=NC=C(C=C1)C(C)(C)O)C1=CC=NC=C1)C